C(C1=CC=CC=C1)C1N(C(C2=CC=C(C=C12)N1CCOCC1)=O)CC1=CC2=C(NC(O2)=O)C=C1 6-((3-benzyl-5-morpholino-1-oxoisoindolin-2-yl)methyl)benzo[d]oxazol-2(3H)-one